lithium silicate phosphorus tert-butyl-(cis-3-((S)-1-(4-fluorophenyl)-1,2,3,4-tetrahydroisoquinoline-2-carbonyl)cyclobutyl)carbamate C(C)(C)(C)N(C([O-])=O)[C@@H]1C[C@@H](C1)C(=O)N1[C@H](C2=CC=CC=C2CC1)C1=CC=C(C=C1)F.[P+3].[Si]([O-])([O-])([O-])O.[Li+]